1-(6-(bis(2,4-dimethoxybenzyl)amino)-2-methylpyrimidin-4-yl)-2-(8-bromo-6-cyclopropylimidazo[1,2-a]pyridin-2-yl)ethan-1-one COC1=C(CN(C2=CC(=NC(=N2)C)C(CC=2N=C3N(C=C(C=C3Br)C3CC3)C2)=O)CC2=C(C=C(C=C2)OC)OC)C=CC(=C1)OC